6-(2-((3aS,5S,6aR)-3a-hydroxy-5-phenoxyhexahydrocyclopenta[c]pyrrol-2(1H)-yl)acetyl)-3,4-dihydroquinolin-2(1H)-one O[C@@]12[C@@H](CN(C1)CC(=O)C=1C=C3CCC(NC3=CC1)=O)C[C@@H](C2)OC2=CC=CC=C2